allyl chloride-HCl Cl.C(C=C)Cl